Cl.NC=1N(C2=C(N1)C=C(C=C2C#N)SC=2C=NC=CC2)C 2-amino-3-methyl-6-(3-pyridylthio)benzimidazole-4-carbonitrile hydrochloride